BrC=1C=C(C=CC1)C1=NC(NC(=N1)C1=CC=CC=C1)=O 4-(3-bromophenyl)-6-phenyl-1,3,5-triazin-2(1H)-one